1-(4-methoxyphenyl)pent-4-en-1-one O-methyloxime CON=C(CCC=C)C1=CC=C(C=C1)OC